FC1=C2C3=C(NC2=C(C=C1F)N)N=CC(=C3)C=3C=NC=1N(C3)N=CC1 5,6-difluoro-3-pyrazolo[1,5-a]pyrimidin-6-yl-9H-pyrido[2,3-b]indol-8-amine